5-[(4-bromo-2,6-dichloro-phenyl)methyl]-N-(3-hydroxycyclobutyl)-2-methoxy-benzenesulfonamide BrC1=CC(=C(C(=C1)Cl)CC=1C=CC(=C(C1)S(=O)(=O)NC1CC(C1)O)OC)Cl